C(C)(=O)N1CC(N(CC1)CCOC1=CC=C(C=C1)NC(NCC(=O)NC1=CC=C(C=C1)N[C@@H]1C[C@@H](N(C2=CC=CC=C12)C(CC)=O)C)=O)(C)C 2-(3-(4-(2-(4-acetyl-2,2-dimethylpiperazin-1-yl)ethoxy)phenyl)ureido)-N-(4-(((2S,4R)-2-methyl-1-propionyl-1,2,3,4-tetrahydroquinolin-4-yl)amino)phenyl)acetamide